5-(3,5-dihydroxybenzylidene)-1-methyl-3-phenyl-2-selenoxoimidazolidin-4-one OC=1C=C(C=C2C(N(C(N2C)=[Se])C2=CC=CC=C2)=O)C=C(C1)O